CC(C)N(C(CSC1=NC2=C(N1)C=C(C=C2)C(C)C)=O)C(C)C N,N-bis(propan-2-yl)-2-{[6-(propan-2-yl)-1H-1,3-benzodiazol-2-yl]sulfanyl}acetamide